N-(2-((1R,4R)-2,5-diazabicyclo[2.2.1]heptan-2-yl)-5-fluorophenyl)-1-(2-fluoro-6-methoxyphenyl)-2-oxo-1,2-dihydropyridine-3-carboxamide [C@H]12N(C[C@H](NC1)C2)C2=C(C=C(C=C2)F)NC(=O)C=2C(N(C=CC2)C2=C(C=CC=C2OC)F)=O